(3S)-N-cyclobutyl-3-({1-cyclopentyl-5-[2-(1,1-difluoroethyl)phenyl]-1H-pyrazol-3-yl}formamido)-5-(piperidin-1-yl)pentanamide C1(CCC1)NC(C[C@H](CCN1CCCCC1)NC(=O)C1=NN(C(=C1)C1=C(C=CC=C1)C(C)(F)F)C1CCCC1)=O